ClC=1C=C(C=CC1F)C=CC(=O)C1=C(C=CC=C1)O 3-(3-Chloro-4-fluorophenyl)-1-(2-hydroxyphenyl)prop-2-en-1-one